(S)-N-(7-((3-hydroxy-1,1-thiazetidin-3-yl)ethynyl)-5-methyl-4-oxo-2,3,4,5-tetrahydrobenzo[b][1,4]oxazepin-3-yl)-4-phenoxypicolinamide OC1(CNC1)C#CC1=CC2=C(OC[C@@H](C(N2C)=O)NC(C2=NC=CC(=C2)OC2=CC=CC=C2)=O)C=C1